1-([1,1'-biphenyl]-3-yl)-4-hydroxy-3-(2,2,2-trifluoroethan-1-on-1-yl)-[1]benzothieno[3,2-h]quinolin C1(=CC(=CC=C1)N1CC(=C(C2=CC=C3C(=C12)SC1=C3C=CC=C1)O)C(C(F)(F)F)=O)C1=CC=CC=C1